ClC1=CC2=C(N=C(N(C2=O)C2CCC2)C)C(=N1)C1=C(C=C(C=C1)Cl)F 6-chloro-8-(4-chloro-2-fluoro-phenyl)-3-cyclobutyl-2-methyl-pyrido[3,4-d]pyrimidin-4-one